C#C cis-vinylene